6,12-bis-(1H-indazol-5-yl)-2-(2-{2-[(1S,4S)-2-oxa-5-azabicyclo[2.2.1]heptan-5-yl]ethoxy}ethyl)-9-oxa-2,4-diazatricyclo[8.4.0.0^{3,8}]tetradeca-1(10),3(8),4,6,11,13-hexaene N1N=CC2=CC(=CC=C12)C=1C=NC=2N(C=3C=CC(=CC3OC2C1)C=1C=C2C=NNC2=CC1)CCOCCN1[C@@H]2CO[C@H](C1)C2